(2S,3R)-(+)-2-amino-3-hydroxy-4-methylpentanoic acid CC(C)[C@H]([C@@H](C(=O)O)N)O